COC1=CC=C(C=C1)CN\C(=C/C(=O)OCC)\CC Ethyl (2Z)-3-{[(4-methoxyphenyl)methyl]amino}pent-2-enoate